tert-butyl (2-acetamido-5-ethylpyridin-4-yl)carbamate C(C)(=O)NC1=NC=C(C(=C1)NC(OC(C)(C)C)=O)CC